(E)-4-((2-((1-(3-chlorophenyl)-2,5-dioxopyrrolidin-3-ylidene)methyl)phenoxy)methyl)-2-hydroxybenzamide ClC=1C=C(C=CC1)N1C(\C(\CC1=O)=C\C1=C(OCC2=CC(=C(C(=O)N)C=C2)O)C=CC=C1)=O